methionine lithium salt [Li+].N[C@@H](CCSC)C(=O)[O-]